1-methyl-2,2-diphenylcyclopropylphosphine CC1(C(C1)(C1=CC=CC=C1)C1=CC=CC=C1)P